heptatriacontyl docos-13-enoate C(CCCCCCCCCCCC=CCCCCCCCC)(=O)OCCCCCCCCCCCCCCCCCCCCCCCCCCCCCCCCCCCCC